C(C)(C)C1=CC=C(C(=N1)OC)[C@H]1[C@@](C1)(C(=O)OC)C1=C(C=CC(=C1)C)OC |r| rac-(1r,2s)-methyl 2-(6-isopropyl-2-methoxypyridin-3-yl)-1-(2-methoxy-5-methylphenyl)cyclopropanecarboxylate